FC(C1=NC(=CC(=N1)NC1=NC=C(C(=C1)NC(C)C)C1=NC(=NO1)C)N)F 2-(difluoromethyl)-N4-(4-(isopropylamino)-5-(3-methyl-1,2,4-oxadiazol-5-yl)pyridin-2-yl)pyrimidine-4,6-diamine